N[C@H](C(=O)O)CCCC#C (2S)-2-amino-6-heptynoic acid